CCCCCCCCC(CCCCCCCCC(=O)[O-])O The molecule is a hydroxy saturated fatty acid anion resulting from the deprotonation of the carboxy group of 10-hydroxyoctadecanoic acid. It is a conjugate base of a 10-hydroxyoctadecanoic acid.